(R)-3-((6-(2-Hydroxy-6-methyl-4-(trifluoromethyl)phenyl)pyridazin-3-yl)amino)-2-methylpropane-1,2-diol tert-butyl-(3R,4S)-4-(4-benzylpiperazin-1-yl)-3-fluoropiperidine-1-carboxylate C(C)(C)(C)C1N(CC[C@@H]([C@H]1F)N1CCN(CC1)CC1=CC=CC=C1)C(=O)O.OC1=C(C(=CC(=C1)C(F)(F)F)C)C1=CC=C(N=N1)NC[C@](CO)(O)C